6-(1-(6-bromo-1H-imidazo[4,5-b]pyrazin-1-yl)ethyl)-5,7-difluoro-3-(1-methyl-1H-pyrazol-4-yl)quinoline (Z)-3,7-dimethylnona-1,6-dien-3-yl-benzoate CC(C=C)(CC\C=C(/CC)\C)OC(C1=CC=CC=C1)=O.BrC1=CN=C2C(=N1)N(C=N2)C(C)C=2C(=C1C=C(C=NC1=CC2F)C=2C=NN(C2)C)F